6-(5-chloro-1,3-benzoxazol-2-yl)-2-(1-cyclobutyl-1,3-benzodiazol-2-yl)-5-hydroxy-3-methylpyrimidin-4-one ClC=1C=CC2=C(N=C(O2)C2=C(C(N(C(=N2)C2=NC3=C(N2C2CCC2)C=CC=C3)C)=O)O)C1